BrCCCCOC1=CC=C2C=CC(NC2=C1)=O 7-(4-Bromobutoxy)-quinolin-2-one